ClC=1C=CC(=C([C@](C(F)(F)F)(CCC2CC2)O)C1)N (S)-5-chloro-alpha-(cyclopropylethyl)-2-amino-alpha-(trifluoromethyl)benzyl alcohol